O=C1NC2=CC=CC=C2C=C1 oxo-1,2-dihydroquinoline